N,N-di(1-chloroethyl)-p-toluidine ClC(C)N(C1=CC=C(C=C1)C)C(C)Cl